1,3-dimethyl-1H-pyrazol-4-yl 4-nitrobenzoate [N+](=O)([O-])C1=CC=C(C(=O)OC=2C(=NN(C2)C)C)C=C1